[I-].C(C)(C)[N+]=1N=CN2C=3C=CC=CC3C=3C=CC=CC3C21 1-isopropyl-1,2,4-triazolo[4,3-f]phenanthridinium iodide